(±)-methyl 2-bromo-4-(3-carbamoyltetrahydrofuran-3-yl)benzoate BrC1=C(C(=O)OC)C=CC(=C1)[C@]1(COCC1)C(N)=O |r|